C(C=C)(=O)N1[C@H](CN(CC1)C=1C2=C(N=C(N1)OCC13CCCN3CCC1)C=C(C=N2)C2=CC=CC1=CC=C(C(=C21)Cl)F)CC#N (S)-2-(1-acryloyl-4-(7-(8-chloro-7-fluoronaphthalen-1-yl)-2-((tetrahydro-1H-pyrrolizin-7a(5H)-yl)methoxy)pyridino[3,2-d]pyrimidin-4-yl)piperazin-2-yl)acetonitrile